BrC1=CC2=C(N(N=C2C(=C1)F)C1CC1)NC=1SC(=C(N1)C1=CC=C(C=C1)F)C#N 2-(5-bromo-2-cyclopropyl-7-fluoro-2H-indazol-3-ylamino)-4-(4-fluorophenyl)thiazole-5-carbonitrile